Cis-3-hexenol C(C\C=C/CC)O